C1(=CC=CC=C1)OS(=O)(=O)S(=O)(=O)OC1=CC=CC=C1.[Na] sodium diphenyldithionate